C(C)C(CCCC)CCCCC 5-ethyldecane